1-iodooct-1,5-dien-3-ol IC=CC(CC=CCC)O